ClC=1C(=NC(=NC1)NC1CCOCC1)C1=CC=C2CN(C(C2=C1)=O)CC(=O)NCC1=C(C=C(C=C1)F)OC 2-(6-{5-chloro-2-[(oxan-4-yl)amino]pyrimidin-4-yl}-1-oxo-2,3-dihydro-1H-isoindol-2-yl)-N-[(4-fluoro-2-methoxyphenyl)methyl]acetamide